N1C=CC=2C1=NC=CC2 PYRROLO[2,3-B]PYRIDIN